3-hydroxy-6,7-dimethoxy-2-(thiophen-2-yl)-4H-chromen-4-one OC1=C(OC2=CC(=C(C=C2C1=O)OC)OC)C=1SC=CC1